SC1=NC2=CC(=C(C=C2C(=N1)NC1=CC=C(C#N)C=C1)OC)OC 4-((2-mercapto-6,7-dimethoxyquinazolin-4-yl)amino)benzonitrile